N-(4-{2-[(2S)-2-(hydroxymethyl)azetidinyl]-2-oxoethyl}phenyl){[(4-chlorophenyl)methyl]amino}carboxamide OC[C@H]1N(CC1)C(CC1=CC=C(C=C1)NC(=O)NCC1=CC=C(C=C1)Cl)=O